6-(Dimethylamino)purine Zinc gluconate trihydrate O.O.O.O=C([C@H](O)[C@@H](O)[C@H](O)[C@H](O)CO)[O-].[Zn+2].CN(C1=C2NC=NC2=NC=N1)C.O=C([C@H](O)[C@@H](O)[C@H](O)[C@H](O)CO)[O-]